O=C1N(C=2C(=NC=CC2)N1)C1CCC(CC1)C(=O)O 4-{2-oxo-1H,2H,3H-imidazo[4,5-b]pyridin-1-yl}cyclohexane-1-carboxylic acid